[N+](=O)([O-])[Rh] nitroRhodium